phenylene-bis(ethyl-carbodiimide) C1(=C(C=CC=C1)N=C=NCC)N=C=NCC